(S)-tert-butyl (3-(4-(4-(2-((tert-butyldimethylsilyl)oxy)-2-(2-(4-methoxybenzyl)-2H-tetrazol-5-yl)ethoxy)phenyl)-1H-pyrazol-1-yl)propyl)carbamate [Si](C)(C)(C(C)(C)C)O[C@H](COC1=CC=C(C=C1)C=1C=NN(C1)CCCNC(OC(C)(C)C)=O)C=1N=NN(N1)CC1=CC=C(C=C1)OC